C1(CC1)C1=C(C=C(C(=O)O)C=C1)S(NC1=C(C=C(C(=C1)S(=O)(=O)C)F)C1=NC=CC=C1)(=O)=O 4-cyclopropyl-3-(N-(4-fluoro-5-(methylsulfonyl)-2-(pyridin-2-yl)phenyl)sulfamoyl)benzoic Acid